NC1=C(N=CC(=N1)N1CCC2(CC1)C(C1=CC(=CC=C1C2)C2=NN=NN2)N)SC2=C(C(=NC=C2)N)Cl 1'-(6-amino-5-((2-amino-3-chloro-pyridin-4-yl)thio)pyrazin-2-yl)-6-(1H-tetrazol-5-yl)-1,3-dihydrospiro[indene-2,4'-piperidin]-1-amine